7-[(4-bromo-2-fluorophenyl)amino]-8-fluoroimidazo[1,2-a]Pyridine-6-carboxylic acid BrC1=CC(=C(C=C1)NC1=C(C=2N(C=C1C(=O)O)C=CN2)F)F